1-(4-(3-(pyridin-3-yloxy)benzyl)piperazine-1-carbonyl)-1H-pyrazole-3-carboxylic acid N1=CC(=CC=C1)OC=1C=C(CN2CCN(CC2)C(=O)N2N=C(C=C2)C(=O)O)C=CC1